OC1(CC1)C(CC)=O 1-(1-hydroxycyclopropyl)propan-1-one